4-((3,8-dimethyl-2,3-dihydro-1H-pyrido[2,3-b][1,4]oxazin-7-yl)amino)-N-(4-(4-(3-methoxypropyl)piperazin-1-yl)phenyl)-2-oxo-1,2-dihydropyridine-3-carboxamide CC1CNC2=C(O1)N=CC(=C2C)NC2=C(C(NC=C2)=O)C(=O)NC2=CC=C(C=C2)N2CCN(CC2)CCCOC